Nitrosonium tetrafluoroborate F[B-](F)(F)F.N#[O+]